(E)-N-(9-oxo-2-(trifluoromethyl)-9H-indeno[2,1-d]pyrimidin-7-yl)-3-(pyridin-4-yl)acrylamide methyl-6-methoxypyrazolo[1,5-b]pyridazine-3-carboxylate COC(=O)C=1C=NN2N=C(C=CC21)OC.O=C2C=1C=C(C=CC1C1=C2N=C(N=C1)C(F)(F)F)NC(\C=C\C1=CC=NC=C1)=O